rac-N-(6-amino-5-cyclopropylpyridin-3-yl)-2-((2R,5S)-4-isobutyryl-5-methyl-2-(4-(4-methylpiperazin-1-yl)phenyl)piperazin-1-yl)-2-oxoacetamide NC1=C(C=C(C=N1)NC(C(=O)N1[C@@H](CN([C@H](C1)C)C(C(C)C)=O)C1=CC=C(C=C1)N1CCN(CC1)C)=O)C1CC1 |r|